NCCOCCOCCOCCOCCNC=1C=C2C(N(C(C2=CC1)=O)C1C(NC(CC1)=O)=O)=O 5-((14-amino-3,6,9,12-Tetraoxatetradecyl)amino)-2-(2,6-dioxopiperidin-3-yl)isoindoline-1,3-dione